(S)-N-(5-cyclopropyl-2-morpholinothiazolo[4,5-b]pyridin-6-yl)-2-(3-hydroxypyrrolidin-1-yl)oxazole-4-carboxamide C1(CC1)C1=C(C=C2C(=N1)N=C(S2)N2CCOCC2)NC(=O)C=2N=C(OC2)N2C[C@H](CC2)O